ClC1=CC=C(N(C2=CC=CC=C2)C2=CC=C(C=C2)Cl)C=C1 4-chloro-N-(4-chloro-phenyl)-N-phenylaniline